FC1=C2C=C(N=NC2=CC(=C1)C=1C=CC=2N(N1)C=C(N2)C)C2CCNCC2 6-[5-fluoro-3-(piperidin-4-yl)cinnolin-7-yl]-2-methylimidazo[1,2-b]pyridazine